C1(CC1)C=1N=CN(C(C1)=O)CC1CCN(CC12CCCC2)C(=O)OC(C)(C)C tert-Butyl 10-((4-cyclopropyl-6-oxopyrimidin-1(6H)-yl)methyl)-7-azaspiro[4.5]decane-7-carboxylate